(4-(1-(5-(2-((5-chloro-2,3-dihydro-1H-inden-2-yl)amino)pyrimidin-5-yl)-1,3,4-oxadiazol-2-yl)azetidin-3-yl)-1H-1,2,3-triazol-1-yl)methyl pivalate C(C(C)(C)C)(=O)OCN1N=NC(=C1)C1CN(C1)C=1OC(=NN1)C=1C=NC(=NC1)NC1CC2=CC=C(C=C2C1)Cl